NC1=C(N=CC(=N1)N1CCC(CC1)(C)NCC=1C(=C2C(N(C(C2=CC1)=O)C1C(NC(CC1)=O)=O)=O)F)C1=C(C(=CC=C1)Cl)Cl 5-(((1-(6-amino-5-(2,3-dichlorophenyl)pyrazin-2-yl)-4-methylpiperidin-4-yl)amino)methyl)-2-(2,6-dioxopiperidin-3-yl)-4-fluoroisoindoline-1,3-dione